3-(4-((1-cyclopentyl-3-(4-methoxyphenyl)-1H-indazol-6-yl)methoxy)phenyl)butanoic acid C1(CCCC1)N1N=C(C2=CC=C(C=C12)COC1=CC=C(C=C1)C(CC(=O)O)C)C1=CC=C(C=C1)OC